FC(C1=NNC(=C1)C1=CC=NC=C1)(F)F 4-(3-(trifluoromethyl)-1H-pyrazol-5-yl)pyridine